n-nonyl-titanium chloride [Cl-].C(CCCCCCCC)[Ti+3].[Cl-].[Cl-]